1-(4-nitrobenzo[d][1,3]dioxol-5-yl)-1,2,3,4-tetrahydro-β-carboline [N+](=O)([O-])C1=C(C=CC=2OCOC21)C2NCCC=1C3=CC=CC=C3NC21